1-[4-(5-{[(5-Chlorothiophen-2-yl)methyl]amino}-1-(2-methoxybenzoyl)-1H-pyrazol-3-yl)piperidin-1-yl]-2,2-dimethylpropan-1-on ClC1=CC=C(S1)CNC1=CC(=NN1C(C1=C(C=CC=C1)OC)=O)C1CCN(CC1)C(C(C)(C)C)=O